(S)-4-(((8-methyl-4-oxochroman-7-yl)oxy)(phenyl)methyl)benzoic acid CC=1C(=CC=C2C(CCOC12)=O)O[C@H](C1=CC=C(C(=O)O)C=C1)C1=CC=CC=C1